COC1=C(C=C(C=C1)CNCC1=CC(=NC=C1)N1CCCCC1)O 2-methoxy-5-[[[2-(1-piperidinyl)-4-pyridinyl]methylamino]methyl]phenol